BrC=1C=CC2=C(N(N=N2)C2=CC(=CC(=C2)OC)OC)C1 6-bromo-1-(3,5-dimethoxyphenyl)-1H-benzo[d][1,2,3]triazole